ClC=1C=C2C(=CC(=NC2=CC1)C(F)(F)F)N[C@@H]1C[C@@H](CCC1)NC(=O)C=1C(=NN(C1)C)C=1SC=CC1 N-[(1R,3S)-3-{[6-chloro-2-(trifluoromethyl)quinolin-4-yl]amino}cyclohexyl]-1-methyl-3-(thiophen-2-yl)-1H-pyrazole-4-carboxamide